ethyl 4-chlorobenzoimidate ClC1=CC=C(C(OCC)=N)C=C1